5-(1-(2-(trifluoromethyl)pyridin-4-yl)ethyl)-5,6-dihydro-4H-thieno[2,3-c]pyrrol-4-one FC(C1=NC=CC(=C1)C(C)N1CC2=C(C1=O)C=CS2)(F)F